BrC=1C=C(C=2N(C(C=C(N2)N2CCOCC2)=O)C1)C(C)NC1=CC(=CC(=C1)F)F 7-bromo-9-[1-(3,5-difluoroanilino)ethyl]-2-morpholino-pyrido[1,2-a]pyrimidin-4-one